2-(2'-Methyl-7'-oxo-5'H-spiro[cyclopropane-1,4'-thieno[2,3-c]pyridin]-6'(7'H)-yl)acetic acid CC1=CC2=C(C(N(CC23CC3)CC(=O)O)=O)S1